7-cyclopropyl-[1,2,4-triazolo[1,5-a]pyridin-6-yl]piperidine-1-carboxylate C1(CC1)C1=CC=2N(C=C1OC(=O)N1CCCCC1)N=CN2